C(C)(=O)N1CC(CC(C1)CC(=O)NC1=NC=C(C(=C1)C1=C2N(N=C1)CC(C2)(C)C)Cl)C(=O)O 1-acetyl-5-(2-((5-chloro-4-(5,5-dimethyl-5,6-dihydro-4H-pyrrolo[1,2-b]pyrazol-3-yl)pyridin-2-yl)amino)-2-oxoethyl)piperidine-3-carboxylic acid